4-((2R,4S)-4-cyclopropyl-1-((5-methoxy-7-methyl-1H-indol-4-yl)methyl)piperidin-2-yl)benzoic acid C1(CC1)[C@@H]1C[C@@H](N(CC1)CC1=C2C=CNC2=C(C=C1OC)C)C1=CC=C(C(=O)O)C=C1